bis(4-aminophenyl)ethylenediamine NC1=CC=C(C=C1)NCCNC1=CC=C(C=C1)N